(E)-2-((1-(2-fluorobenzyl)piperidin-4-yl)methylene)-5,6-dimethoxy-2,3-dihydrobenzo[b]thiophene 1,1-dioxide FC1=C(CN2CCC(CC2)\C=C\2/CC3=C(S2(=O)=O)C=C(C(=C3)OC)OC)C=CC=C1